ClC=1C=C(CNC2=NC(=NC3=CC=C(C=C23)C=2C(=NOC2C)C)N2CCN(CC2)CCO)C=CC1 2-(4-(4-((3-chlorobenzyl)amino)-6-(3,5-dimethylisoxazol-4-yl)quinazolin-2-yl)piperazin-1-yl)ethanol